FC=1C=CC(=C(C1)[C@@H]1N(CCC1)C=1C=CC=2N(N1)C(=CN2)C2=NC=CC(=C2)[C@H]2[C@H](CCC2)O)OC (1S,2S)-2-(2-(6-((R)-2-(5-fluoro-2-methoxyphenyl)pyrrolidin-1-yl)imidazo[1,2-b]pyridazin-3-yl)pyridin-4-yl)cyclopentan-1-ol